2-ethyl-9,10-bis(n-butanoyloxy)anthracene C(C)C1=CC2=C(C3=CC=CC=C3C(=C2C=C1)OC(CCC)=O)OC(CCC)=O